C(C)(=O)C1(CC2=CC=CC=C2C(C1)C(NC1=CC=CC=C1)=O)C(=O)OCC ethyl 2-acetyl-4-(phenylcarbamoyl)-1,2,3,4-tetrahydronaphthalene-2-carboxylate